ClC1=NC=2N(C=C1)N=C(C2N(C=2SC(=C(N2)C2=CC=C(C=C2)F)C#N)C)CC 2-((5-chloro-2-ethylpyrazolo[1,5-a]pyrimidin-3-yl)(methyl)amino)-4-(4-fluorophenyl)thiazole-5-carbonitrile